ethyl (2S)-2-methylcyclopropanecarboxylate C[C@@H]1C(C1)C(=O)OCC